BrC1=C(CN)C=CC(=C1)Br 2,4-dibromobenzylamine